[oxybis(ethyleneoxy)]diacetic acid O(CCOCC(=O)O)CCOCC(=O)O